N1(CCCCC1)C1=CC2=C(C=N1)N=C(S2)N 6-(piperidin-1-yl)thiazolo[4,5-c]pyridin-2-amine